(R)-4-((1-(3-(difluoromethyl)-2-fluorophenyl)ethyl)amino)-2-hydroxy-6-morpholinylpyrido[4,3-d]pyrimidin-7(6H)-one FC(C=1C(=C(C=CC1)[C@@H](C)NC=1C=2C(N=C(N1)O)=CC(N(C2)N2CCOCC2)=O)F)F